4-(3-Methanesulfonylphenyl)-N2-[(4-methoxyphenyl)methyl]Pyridine-2,4-diamine CS(=O)(=O)C=1C=C(C=CC1)C1(CC(=NC=C1)NCC1=CC=C(C=C1)OC)N